COC=1C=C(C=NC1OC)C=1C=C2C(=NC=NC2=C(C1)C1=CC=C(OCC(=O)NC)C=C1)C (4-(6-(5,6-Dimethoxypyridin-3-yl)-4-methylquinazolin-8-yl)phenoxy)-N-methylacetamide